(S)-N1-(1-(2-(2-Adamantylamino)-2-oxoethyl)-2-oxo-1,2-dihydropyridin-3-yl)-N6-methyl-2-(1-methyl-1H-pyrazol-3-carboxamido)-5-oxohexandiamid C12C(C3CC(CC(C1)C3)C2)NC(CN2C(C(=CC=C2)NC([C@H](CCC(C(=O)NC)=O)NC(=O)C2=NN(C=C2)C)=O)=O)=O